BrC12CC3CCC(CC31)(CC2)C2=NC(=NC(=N2)C2=CC=CC=C2)C2=CC=CC=C2 2-(1-bromotricyclo[4.2.2.03,8]decan-6-yl)-4,6-diphenyl-1,3,5-triazine